O=C1NC(CCC1N1C(C2=CC=CC(=C2C1)NCCCCCCN1CCN(CC1)C1CCN(CC1)C=1C(=CC2=C(C(C=3NC4=CC(=CC=C4C3C2=O)C#N)(C)C)C1)CC)=O)=O 8-(4-(4-(6-((2-(2,6-dioxopiperidin-3-yl)-1-oxoisoindolin-4-yl)amino)hexyl)piperazin-1-yl)piperidin-1-yl)-9-ethyl-6,6-dimethyl-11-oxo-6,11-dihydro-5H-benzo[b]carbazole-3-carbonitrile